(1-(trans-4-ethoxycyclohexyl)-4-nitro-1H-pyrazol-3-yl)pyrimidine C(C)O[C@@H]1CC[C@H](CC1)N1N=C(C(=C1)[N+](=O)[O-])C1=NC=CC=N1